COC1=C(C=CC=C1C1=NN(C=N1)C)NC1=CC(=NC=C1C(CC)=O)NC(C(C)C)=O N-(4-((2-methoxy-3-(1-methyl-1H-1,2,4-triazol-3-yl)phenyl)amino)-5-propionylpyridin-2-yl)isobutyramide